C(C)(C)(C)OC(=O)N1CCN(CC1)C=1C(=C2C(=CN1)N(C=C2C(C)C)COCC[Si](C)(C)C)C 4-(3-isopropyl-4-methyl-1-((2-(trimethylsilyl)ethoxy)methyl)-1H-pyrrolo[2,3-c]pyridin-5-yl)piperazine-1-carboxylic acid tert-butyl ester